tert-butyl ((2r,5r)-2-(2-aminoethyl)-1,3-dioxan-5-yl)carbamate NCCC1OCC(CO1)NC(OC(C)(C)C)=O